C(#N)C=1N=CNC1C#N 4,5-Dicyanoimidazol